CN([C@H]1CN(CC1)C(=O)C1=CC=CC=2N(C(NC21)=O)C2CCC(CC2)C(=O)NC2=CC(=C(C=C2)C)OC)C 4-{4-[(3R)-3-(dimethylamino)pyrrolidine-1-carbonyl]-2-oxo-2,3-dihydro-1H-1,3-benzodiazol-1-yl}-N-(3-methoxy-4-methylphenyl)cyclohexane-1-carboxamide